2-(2-(cyclopropanesulfonylamino)-5-fluoropyrimidin-4-yl)acetic acid C1(CC1)S(=O)(=O)NC1=NC=C(C(=N1)CC(=O)O)F